3-Bromo-N-[2-bromo-4-chloro-6-[[(1-cyclopropylethyl)amino]carbonyl]phenyl]-1-(3-chloro-2-pyridinyl)-1H-pyrazole-5-carboxamide BrC1=NN(C(=C1)C(=O)NC1=C(C=C(C=C1C(=O)NC(C)C1CC1)Cl)Br)C1=NC=CC=C1Cl